tert-butyl (2-(methoxymethyl)-4-oxo-4,5,6,7-tetrahydropyrazolo[1,5-a]pyridin-5-yl)carbamate COCC1=NN2C(C(C(CC2)NC(OC(C)(C)C)=O)=O)=C1